C(C1=CC=CC=C1)(C1=CC=CC=C1)OC(=O)[C@@H]1N2C(C[C@H]2S[C@@]1(C)CN1C=CC=C1)=O (2s,3s,5r)-3-((1H-pyrrol-1-yl)methyl)-3-methyl-7-oxo-4-thia-1-azabicyclo[3.2.0]heptane-2-carboxylic acid benzhydryl ester